ClC=1C(=NC=C(C1)C(F)(F)F)N1CCN(CC1)CC=1C=C2C(N(C(C2=CC1)=O)C1C(NC(CC1)=O)=O)=O 5-((4-(3-chloro-5-(trifluoromethyl)pyridin-2-yl)piperazin-1-yl)methyl)-2-(2,6-dioxopiperidin-3-yl)isoindoline-1,3-dione